2-bromo-3',4'-difluoro-1,1'-biphenyl BrC1=C(C=CC=C1)C1=CC(=C(C=C1)F)F